2-chloro-3-(naphthalen-1-yl)benzo[f]Quinoxaline ClC=1C(=NC=2C=CC3=C(C2N1)C=CC=C3)C3=CC=CC1=CC=CC=C31